CC(C(=O)[O])=C (2-methyl-acryloyl)oxygen